(E)-5,6-dimethyl-2-styryl-1H-benzimidazole CC1=CC2=C(NC(=N2)\C=C\C2=CC=CC=C2)C=C1C